(S)-1'-(5-bromo-6-methylpyrazin-2-yl)-1,3-dihydrospiro[indene-2,4'-piperidine] BrC=1N=CC(=NC1C)N1CCC2(CC1)CC1=CC=CC=C1C2